[SeH]N[C@@H](CS)C(=O)O selenio-cysteine